tert-butyl (1S,4S)-5-(5-(2,2-dibromovinyl)-2-fluorophenyl)-2,5-diazabicyclo[2.2.1]heptan-2-carboxylate BrC(=CC=1C=CC(=C(C1)N1[C@@H]2CN([C@H](C1)C2)C(=O)OC(C)(C)C)F)Br